(2-(2,2-dimethylpyrrolidin-1-yl)ethyl)-4-methyl-3-((1-methyl-6-((1-methyl-1H-pyrazol-4-yl)amino)-1H-pyrazolo[3,4-d]pyrimidin-3-yl)amino)benzamide CC1(N(CCC1)CCC1=C(C(=O)N)C=CC(=C1NC1=NN(C2=NC(=NC=C21)NC=2C=NN(C2)C)C)C)C